N-(2-(4,4-difluoro-1-piperidinyl)-6-methyl-4-pyrimidinyl)benzamide FC1(CCN(CC1)C1=NC(=CC(=N1)NC(C1=CC=CC=C1)=O)C)F